C1=CC=CC=2C3=CC=CC=C3N(C12)C1(CC(C#N)=C(C(=C1N1C2=CC=CC=C2C=2C=CC=CC12)N1C2=CC=CC=C2C=2C=CC=CC12)N1C2=CC=CC=C2C=2C=CC=CC12)C#N 3,4,5,6-tetra(9H-carbazol-9-yl)isophthalonitrile